C(C)N1C2=NC(=NC(=C2N=C1C(C)C)N1CCOCC1)C1=CC(=CC=C1)C1=NN(C=C1)C 2-(9-ethyl-2-(3-(1-methyl-1H-pyrazol-3-yl)phenyl)-6-morpholino-9H-purin-8-yl)propan